FC1=CC=C2[C@@H](N3C(C2=C1)=CN=C3)[C@@H]3COCC[C@H]3O (3R,4R)-3-((S)-8-fluoro-5H-imidazo[5,1-a]isoindol-5-yl)-tetrahydro-2H-pyran-4-ol